2-(((2,4-dimethylpyrimidin-5-yl)oxy)methyl)-2-(3-fluorophenyl)-N-(5-fluoropyridin-2-yl)cyclopropanecarboxamide CC1=NC=C(C(=N1)C)OCC1(C(C1)C(=O)NC1=NC=C(C=C1)F)C1=CC(=CC=C1)F